N-(5-(3-amino-4-(1-oxo-1,2,3,4-tetrahydroisoquinolin-6-yl)-1H-pyrazol-1-yl)-2-(2-(dimethylamino)ethoxy)phenyl)acrylamide NC1=NN(C=C1C=1C=C2CCNC(C2=CC1)=O)C=1C=CC(=C(C1)NC(C=C)=O)OCCN(C)C